6'-(4-Cyanophenyl)-2'-oxo-1',4'-dihydro-2'H-spiro[pyrrolidine-3,3'-quinoline] C(#N)C1=CC=C(C=C1)C=1C=C2CC3(C(NC2=CC1)=O)CNCC3